(2,4,6-triisopropylbenzenesulfonyl)-3-amidino-(L)-phenylalanine C(C)(C)C1=C(C(=CC(=C1)C(C)C)C(C)C)S(=O)(=O)N[C@@H](CC1=CC(=CC=C1)C(N)=N)C(=O)O